C1(CC1)COC=1C=C(C(=O)O)C=CC1OC(F)F 3-cyclopropylmethoxy-4-(difluoromethoxy)benzoic acid